6-chloro-1-[2-(1,1-difluoroethyl)pyrimidin-4-yl]spiro[2H-pyrrolo[3,2-c]pyridine-3,1'-cyclopropane] ClC1=CC2=C(C=N1)C1(CC1)CN2C2=NC(=NC=C2)C(C)(F)F